N-(2-cyanoethyl)-N-(n-pentyl)-amine C(#N)CCNCCCCC